Cl.Cl.F[P-](F)(F)(F)(F)F.CN(C)C(=[N+]1N=[N+](C2=NC=CC=C21)[O-])N(C)C 1-[Bis(dimethylamino)methylene]-1H-1,2,3-triazolo[4,5-b]pyridinium 3-oxide hexafluorophosphate HCl Hydrochloride